[Br-].C1(=CC=CC=C1)N1N=C(N=N1)C1=CC=CC=C1 2,5-diphenyl-tetrazole bromide salt